N-[(2S)-4-[{(1R)-1-[1-benzyl-4-(2,5-difluorophenyl)-1H-pyrrol-2-yl]-2,2-dimethylpropyl}(glycoloyl)amino]-2-({[2-(trimethylsilyl)ethoxy]carbonyl}amino)butanoyl]-beta-alanine C(C1=CC=CC=C1)N1C(=CC(=C1)C1=C(C=CC(=C1)F)F)[C@@H](C(C)(C)C)N(CC[C@@H](C(=O)NCCC(=O)O)NC(=O)OCC[Si](C)(C)C)C(CO)=O